2-(4-acetyl-piperazin-1-yl)-ethanesulfonic acid {4-[5-amino-6-(2-chloro-3,6-difluoro-benzyloxy)-pyrazin-2-yl]-phenyl}-amide NC=1N=CC(=NC1OCC1=C(C(=CC=C1F)F)Cl)C1=CC=C(C=C1)NS(=O)(=O)CCN1CCN(CC1)C(C)=O